2-(2-bromophenoxy)propan-1-ol BrC1=C(OC(CO)C)C=CC=C1